3-amino-4-(((1-(4-(benzylamino)pyrrolo[2,1-f][1,2,4]triazin-2-yl)-2-methyl-1H-indol-4-yl)methyl)amino)cyclobut-3-ene-1,2-dione NC=1C(C(C1NCC1=C2C=C(N(C2=CC=C1)C1=NN2C(C(=N1)NCC1=CC=CC=C1)=CC=C2)C)=O)=O